FC1(CN(C1)C=1C=C(C(=NC1)C1=CC(=CN1C)C(=O)OC)OCC1=CC(=CC(=C1)SC)F)F methyl 5-[5-(3,3-difluoroazetidin-1-yl)-3-{[3-fluoro-5-(methylsulfanyl) phenyl] methoxy}pyridin-2-yl]-1-methylpyrrole-3-carboxylate